C(C)C1=C(C(C=2C(N1)=NN(N2)C2=CC(=NC=C2)OC)=O)N2CCNCC2 5-ethyl-2-(2-methoxypyridin-4-yl)-6-(piperazin-1-yl)-2,4-dihydro-7H-[1,2,3]triazolo[4,5-b]pyridin-7-one